(9H-fluoren-9-yl)methyl(3-(chlorosulfonyl)propyl)carbamate C1=CC=CC=2C3=CC=CC=C3C(C12)OC(N(CCCS(=O)(=O)Cl)C)=O